O=CC[C@@H](O)[C@@H](O)[C@H](O)CO deoxy-D-talose